FC(C(=O)N[C@@]1(C(O)O[C@@H]([C@H]([C@@H]1O)O)CO)O)(F)F 2-trifluoroacetamido-D-glucopyranose